5-chloro-N-methyl-1'-[[1-[3-(trifluoromethyl)phenyl]pyrazol-4-yl]methyl]spiro[1H-isobenzofuran-3,4'-piperidine]-1-carboxamide ClC=1C=C2C(=CC1)C(OC21CCN(CC1)CC=1C=NN(C1)C1=CC(=CC=C1)C(F)(F)F)C(=O)NC